6-bromo-2-(3,4-dimethylbenzyl)-8-((5-(4-hydroxypiperidin-1-yl)pyridin-2-yl)amino)isoquinolin-1(2H)-one BrC=1C=C2C=CN(C(C2=C(C1)NC1=NC=C(C=C1)N1CCC(CC1)O)=O)CC1=CC(=C(C=C1)C)C